C(C)OC(=O)C1=CN2C(S1)=NC(=C2)C2=CC=C(C=C2)C 6-(p-tolyl)imidazo[2,1-b]Thiazole-2-carboxylic acid ethyl ester